C(C1=CC=CC=C1)OC(=O)C1(CCN(CC1)C1=C(C=C(C=C1)NC1C(NC(CC1)=O)=O)F)O 1-[4-[[2,6-dioxo-3-piperidyl]amino]-2-fluoro-phenyl]-4-hydroxy-piperidine-4-carboxylic acid benzyl ester